FC1=CC=C(C=C1)C1=CC(=C(C=C1)OC1=CC=C(C=C1)F)C(=O)NCC1=CC=C(C(=O)O)C=C1 4-((4'-fluoro-4-(4-fluorophenoxy)-[1,1'-biphenyl]-3-carboxamido)methyl)benzoic acid